1-cyclobutyl-N-((R)-1-(2-fluoro-3-(trifluoromethyl)phenyl)ethyl)-4-(((1R,5s,6s)-3-methyl-3-azabicyclo[3.1.0]hex-6-yl)amino)-6-oxo-1,6-dihydropyridine-3-carboxamide C1(CCC1)N1C=C(C(=CC1=O)NC1[C@@H]2CN(C[C@H]12)C)C(=O)N[C@H](C)C1=C(C(=CC=C1)C(F)(F)F)F